C[C@](CC(=O)SCCNC(=O)CCNC(=O)[C@@H](C(C)(C)COP(=O)([O-])OP(=O)([O-])OC[C@@H]1[C@H]([C@H]([C@@H](O1)N2C=NC3=C(N=CN=C32)N)O)OP(=O)([O-])[O-])O)(C(=O)[O-])O The molecule is pentaanion of (3S)-citramalyl-CoA arising from deprotonation of phosphate, diphosphate and carboxylic acid functions. It has a role as a human metabolite. It is a conjugate base of a (3S)-citramalyl-CoA.